2-ethyl-1-hexanol trifluoroacetate FC(C(=O)O)(F)F.C(C)C(CO)CCCC